3,6-bis(1-propyn-1-yl)-9-tetradecylcarbazole C(#CC)C=1C=CC=2N(C3=CC=C(C=C3C2C1)C#CC)CCCCCCCCCCCCCC